(3-chloro-4-methoxyphenyl)-2-(N-ethyl-5-methyl-1H-indazole-7-sulfonamido)acetamide ClC=1C=C(C=CC1OC)C(C(=O)N)N(S(=O)(=O)C=1C=C(C=C2C=NNC12)C)CC